ClC=1C=C(C(=O)NC)C=CC1C=1C=C2C=NN(C2=CC1)C1=CC(=C(C=C1)F)O 3-Chloro-4-(1-(4-fluoro-3-hydroxyphenyl)-1H-indazol-5-yl)-N-methylbenzamide